14-methyl-heptacosane CC(CCCCCCCCCCCCC)CCCCCCCCCCCCC